C[C@@]12OO[C@]34[C@@H](CC1)[C@@H](CC[C@H]3[C@H]([C@@H](O[C@@H]4O2)C(=O)NCC2=CC=NC=C2)C)C (3R,5aS,6R,8aS,9R,10R,12R,12aR)-3,6,9-trimethyl-N-[(pyridin-4-yl)methyl]decahydro-12H-3,12-epoxypyrano[4,3-j][1,2]benzodioxepin-10-carboxamide